(((4-(ethoxy)-2,3,5,6-tetrafluorophenoxy)methyl)sulfonyl)-5,5-dimethyl-4,5-dihydroisoxazole C(C)OC1=C(C(=C(OCS(=O)(=O)C2=NOC(C2)(C)C)C(=C1F)F)F)F